N1CCC(CC1)CNC1=CC=CC2=C1SC=C2CC(F)(F)F N-(piperidin-4-ylmethyl)-3-(2,2,2-trifluoroethyl)benzo[b]thiophen-7-amine